5-Methoxy-2-({[2-(pyridin-3-yl)-[1,3]oxazolo[5,4-b]pyridin-6-yl]oxy}methyl)pyrimidine COC=1C=NC(=NC1)COC=1C=C2C(=NC1)OC(=N2)C=2C=NC=CC2